C(C)(C)(C)OC(=O)N[C@H](CC/C=C/C1=NC=CC=C1)C 2-((S,E)-5-((tert-butoxycarbonyl)amino)hex-1-en-1-yl)pyridin